C(C)(C)(C)OC(=O)N1[C@@H]([C@H](CCC1)O[Si](C)(C)C(C)(C)C)CCCN1C=NC2=C1C(=CC(=C2)Cl)Br (2R,3S)-2-(3-(7-bromo-5-chloro-1H-benzo[d]imidazol-1-yl)propyl)-3-((tert-butyldimethylsilyl)oxy)piperidine-1-carboxylic acid tert-butyl ester